OC1=C2C(=CC(OC2=CC(=C1)O)=O)C1=CC=CC=C1 5,7-Dihydroxy-4-phenyl-2H-coumarin